OCCCN1C(C(NC2=CC(=C(C=C12)C)C)=O)=O 1-(3-hydroxypropyl)-6,7-dimethyl-1,4-dihydroquinoxaline-2,3-dione